C(C)(=O)NC1=C(C(=O)NC2=NC=NC=C2)C=CC=C1 2-acetamido-N-(pyrimidin-4-yl)benzamide